C(OC1CCCCC1)(OC1=CC=C(C=C1)[N+](=O)[O-])=O Cyclohexyl (4-nitrophenyl) carbonate